C1NC(C2(C3=CC=NC=C13)CC2)=O spiro[cyclopropane-1,4'-[2,7]naphthyridine]-3'(2'H)-one